NC1=CC=CC=2C3=CC=CC=C3C(C12)N 1,9-diaminofluorene